(2R,3R,4S,5S)-4-(4-(trifluoromethyl)-1H-imidazol-2-yl)cubane-1-carboxylic acid methyl ester COC(=O)C12C3C4C5(C3C1C5C24)C=2NC=C(N2)C(F)(F)F